(E)-1-Styrylazepane C(=C\C1=CC=CC=C1)/N1CCCCCC1